2-(trimethylsilyl)ethyl 3,9-diazabicyclo[3.3.1]nonane-3-carboxylate C12CN(CC(CCC1)N2)C(=O)OCC[Si](C)(C)C